FC1=CC=C(C=C1)N1N=CC2=C1C[C@@H]1CCN(C[C@]1(C2)C(=O)C2=NC=CC=C2)S(=O)(=O)C2=CC=1OCCN(C1N=C2)C ((4aR,8aS)-1-(4-fluorophenyl)-6-((4-methyl-3,4-dihydro-2H-pyrido[3,2-b][1,4]oxazin-7-yl)sulfonyl)-4,4a,5,6,7,8,8a,9-octahydro-1H-pyrazolo[3,4-g]isoquinolin-4a-yl)(pyridin-2-yl)methanone